ClC=1C=NC(=C(C(=O)NC2CCC(CC2)CN2C(N(C3=C2C=CC=C3)C3=CC(=NC=C3)C3=NN(C=C3)C)=O)C1)C 5-chloro-2-methyl-N-((1r,4r)-4-((3-(2-(1-methyl-1H-pyrazol-3-yl)pyridin-4-yl)-2-oxo-2,3-dihydro-1H-benzo[d]imidazol-1-yl)methyl)cyclohexyl)nicotinamide